CC=1C=C(C=C(C1)ONC1=CC=CC=C1)ONC1=CC=CC=C1 4'-[5-methyl-(1,3-phenylene)dioxy]dianiline